NC1=NC=NN2C1=C(C=C2C=2C=C(C(=NC2)C)C(=O)N[C@@H]2CN(C[C@@H]2F)C([C@@H](CC(C)C)O)=O)C(F)(F)F 5-[4-amino-5-(trifluoromethyl)pyrrolo[2,1-f][1,2,4]triazin-7-yl]-N-[(3R,4S)-4-fluoro-1-[(2R)-2-hydroxy-4-methylpentanoyl]pyrrolidin-3-yl]-2-methylpyridine-3-carboxamide